(3S)-N-((4-fluoro-3-(trifluoromethyl)phenyl)(2-(trifluoromethyl)thiazol-4-yl)methyl)-5-oxopyrrolidine-3-carboxamide FC1=C(C=C(C=C1)C(NC(=O)[C@@H]1CNC(C1)=O)C=1N=C(SC1)C(F)(F)F)C(F)(F)F